3-[(3-amino-2-fluoro-phenyl)methyl]-4-methyl-7-(1,3,4-thiadiazol-2-yloxy)chromen-2-one NC=1C(=C(C=CC1)CC=1C(OC2=CC(=CC=C2C1C)OC=1SC=NN1)=O)F